(S)-2-isopropyl-4-methylpiperazin C(C)(C)[C@@H]1NCCN(C1)C